C(C=1C(C(=O)[O-])=CC=CC1)(=O)[O-] Phthalat